ClC=1C=C2C(N(C(=NC2=CC1)[C@H](CCC)N1CCN(CCC1)C)CCC)=O (S)-6-chloro-2-(1-(4-methyl-1,4-diazepan-1-yl)butyl)-3-propylquinazolin-4(3H)-one